isobutyl 2-oxopropionate O=C(C(=O)OCC(C)C)C